C1(CC1)NC(C1=C(C=C(C=C1OC)N1C=NC2=C1C=CC(=C2)C=2C=NN(C2)C)OC)=O N-cyclopropyl-2,6-dimethoxy-4-[5-(1-methylpyrazol-4-yl)benzimidazol-1-yl]benzamide